O=C1NC(CCC1N1C(C2=CC=C(C=C2C1)C#CCCCCC(=O)O)=O)=O 7-[2-(2,6-Dioxo-3-piperidyl)-1-oxo-isoindolin-5-yl]hept-6-ynoic acid